4-(6-(5-fluoropyridin-3-yl)pyrazin-2-yl)benzamide, ditrifluoroacetic acid salt FC(C(=O)O)(F)F.FC(C(=O)O)(F)F.FC=1C=C(C=NC1)C1=CN=CC(=N1)C1=CC=C(C(=O)N)C=C1